tricarboxyl-benzenesulfonic acid C(=O)(O)C1=C(C(=C(C=C1)S(=O)(=O)O)C(=O)O)C(=O)O